tert-Butyl 4-(2-(3-fluoroazetidin-1-yl)ethoxy)phenethylcarbamate FC1CN(C1)CCOC1=CC=C(CCNC(OC(C)(C)C)=O)C=C1